NC1=C(C=2C(=NC=C(C2S1)F)C=1C2=C(C=3C=NC(=NC3C1F)N1[C@H]([C@H](CC1)N1CCN(CC1)C)C)COC2)C#N 2-Amino-7-fluoro-4-(5-fluoro-3-((2S,3S)-2-methyl-3-(4-methylpiperazin-1-yl)pyrrolidin-1-yl)-7,9-dihydrofuro[3,4-f]quinazolin-6-yl)thieno[3,2-c]pyridine-3-carbonitrile